1-(1Z-eicosenyl)-2-(9Z,12Z,15Z-octadecatrienoyl)-glycero-3-phosphocholine CCCCCCCCCCCCCCCCCC/C=C\OC[C@H](COP(=O)([O-])OCC[N+](C)(C)C)OC(=O)CCCCCCC/C=C\C/C=C\C/C=C\CC